1,3,5-tris[(3-pyridyl)-benzene-3-yl]benzene ethyl-(1S,3S,4S)-1-(1,3-dioxoisoindolin-2-yl)-3-fluoro-4-(((trifluoromethyl)sulfonyl)oxy)cyclopentane-1-carboxylate C(C)OC(=O)[C@]1(C[C@@H]([C@H](C1)OS(=O)(=O)C(F)(F)F)F)N1C(C2=CC=CC=C2C1=O)=O.N1=CC(=CC=C1)C1=CC(=CC=C1)C1=CC(=CC(=C1)C=1C=C(C=CC1)C=1C=NC=CC1)C=1C=C(C=CC1)C=1C=NC=CC1